OCC1(COC1)N1CSC(=C1C)COC=1C=CC2=C(C=C(O2)C)C1 N-(3-(hydroxymethyl)oxetan-3-yl)-2-methyl-5-((4-methylthiazol-5-yl)methoxy)benzofuran